isobutyl butyl carbonate C(OCC(C)C)(OCCCC)=O